BrC1=C(C=C(C(=C1)[N+](=O)[O-])OC)N1CCC(CC1)N1CCN(CC1)C(=O)OC(C)(C)C tert-butyl 4-[1-(2-bromo-5-methoxy-4-nitrophenyl)piperidin-4-yl]piperazine-1-carboxylate